C(C)OC(C(C)P(=O)(OCC)OCC)=O 2-diethoxyphosphorylpropanoic acid ethyl ester